NC1(CC(C1)CO)C(=O)O (1r,3r)-1-amino-3-(hydroxymethyl)cyclobutane-1-carboxylic acid